NC1=CC=C2CCNC(C2=C1)=O 7-amino-3,4-dihydro-2H-isoquinolin-1-one